7-Hydroxy-4-methylcoumarin-3-acetic acid, succinimidyl ester OC1=CC=C2C(=C(C(OC2=C1)=O)CC(=O)ON1C(CCC1=O)=O)C